5-benzyl-1-cyclopropyl-2-oxo-2,3-dihydro-1H-imidazo[4,5-c]pyridin-5-ium bromide [Br-].C(C1=CC=CC=C1)[N+]1=CC2=C(C=C1)N(C(N2)=O)C2CC2